6-methyl-N-(1-methylcyclopropyl)-5-{4-[(oxetan-4-yl)amino]-5h,6h,7h,8h-pyrido[3,4-d]pyrimidine-7-carbonyl}furo[2,3-d]pyrimidin-4-amine CC1=C(C2=C(N=CN=C2NC2(CC2)C)O1)C(=O)N1CC=2N=CN=C(C2CC1)NC1CCO1